ClC=1C=NN(C1I)C1(CC1)COC 4-chloro-5-iodo-1-(1-(methoxymethyl)cyclopropyl)-1H-pyrazole